4-(6-(6-cyclopropyl-5-fluoromethylpyridinamido)-8-fluoro-7-(2-hydroxypropan-2-yl)imidazo[1,2-a]pyridin-2-yl)piperidine-1-carboxylic acid tert-butyl ester C(C)(C)(C)OC(=O)N1CCC(CC1)C=1N=C2N(C=C(C(=C2F)C(C)(C)O)NC(=O)C2=NC(=C(C=C2)CF)C2CC2)C1